3-(tetrahydrofuran-3-yl)-3H-imidazo[4,5-b]Pyridine-5-carboxylic acid methyl ester COC(=O)C1=CC=C2C(=N1)N(C=N2)C2COCC2